BrC1=C2C=CN(C2=CC(=C1OC1=C(C=CC(=C1)C1=NN(C=C1F)CC1=CC=C(C=C1)OC)F)F)S(=O)(=O)C1=CC=C(C)C=C1 4-Bromo-6-fluoro-5-(2-fluoro-5-(4-fluoro-1-(4-methoxybenzyl)-1H-pyrazol-3-yl)phenoxy)-1-tosyl-1H-indole